C(C)C1=CC(=CC=C1)F 1-ethyl-3-fluorobenzene